C(#C)N(S(=O)(=O)C1=CC=C(C=C1)COC1=CC=C(C=C1)Cl)C N-ethynyl-N-methyl-4-(4-chlorophenoxymethyl)benzenesulfonamide